ClN1C[C@H]2CCCC[C@H]2C1 (3ar,7as)-2-chlorooctahydro-1H-isoindole